CN1C(C2=CC=CC=C2C1=O)=O methyl-isoindoline-1,3-dione